ClC=1N=C2C(=NC1)NC=C2C2=NC(=NC(=N2)C=2OC=CC2)NC2C(C1CCC2CC1)C(=O)O (+/-)-trans-3-((4-(2-chloro-5H-pyrrolo[2,3-b]pyrazin-7-yl)-6-(furan-2-yl)-1,3,5-triazin-2-yl)amino)bicyclo[2.2.2]octane-2-carboxylic acid